C1(CCC1)C=1C(=NN(C1C1=CC(=CC=C1)C(C)(C)O)C)NC(C[C@@H]1C(C(C1)(F)F)(F)F)=O (S)-N-(4-cyclobutyl-5-(3-(2-hydroxypropan-2-yl)phenyl)-1-methyl-1H-pyrazol-3-yl)-2-(2,2,3,3-tetrafluorocyclobutyl)acetamide